octamethylenoxid C1CCCCCCCO1